4-Fluoro-1-(5-{5-[3-fluoro-5-(trifluoromethyl)phenyl]-7-[{[1-(methoxymethyl)cyclobutyl]methyl}(methyl)amino]-1H-imidazo[4,5-b]pyridin-2-yl}pyrazin-2-yl)piperidin FC1CCN(CC1)C1=NC=C(N=C1)C=1NC=2C(=NC(=CC2N(C)CC2(CCC2)COC)C2=CC(=CC(=C2)C(F)(F)F)F)N1